N-(9-(2-(4-(4-chlorophenyl)-2,3,9-trimethyl-6H-thieno[3,2-f][1,2,4]triazolo[4,3-a][1,4]diazepin-6-yl)acetamido)nonyl)piperidine-4-carboxamide ClC1=CC=C(C=C1)C1=NC(C=2N(C3=C1C(=C(S3)C)C)C(=NN2)C)CC(=O)NCCCCCCCCCNC(=O)C2CCNCC2